FC1=C(C=C(C(=C1)C)CCN[C@H](C1=CC=CC=C1)[C@H]1CNC2=C(N1)N=CC(=C2)F)[C@H](C(=O)O)C |o1:29| (R or S)-2-(2-fluoro-5-(2-(((R)-((R)-7-fluoro-1,2,3,4-tetrahydropyrido[2,3-b]pyrazin-3-yl)(phenyl)methyl)amino)ethyl)-4-methylphenyl)propanoic acid